4-butyloxycarbonyl-thioxanthone C(CCC)OC(=O)C1=CC=CC=2C(C3=CC=CC=C3SC12)=O